CC(C)(CCCCCCCCCCCCCCCCC)O 2-Methylnonadecan-2-ol